N1=NC=CC2=CC(=CC=C12)C1=CNC=2N=C(N=CC21)NC2CC(C2)(C)N2C(CCC2)=O 1-((1r,3r)-3-((5-(cinnolin-6-yl)-7H-pyrrolo[2,3-d]pyrimidin-2-yl)amino)-1-methylcyclobutyl)pyrrolidin-2-one